3-Oxo-2-({[(1s,4s)-4-[2-(phenylmethoxy)phenyl]cyclohexyl]oxy}methyl)piperidine-1-carboxylic acid tert-butyl ester C(C)(C)(C)OC(=O)N1C(C(CCC1)=O)COC1CCC(CC1)C1=C(C=CC=C1)OCC1=CC=CC=C1